3-methoxybutyl 3-methylpropionate CCCC(=O)OCCC(C)OC